2-(2H-benzotriazole-2-yl)-p-methylphenol N=1N(N=C2C1C=CC=C2)C2=C(C=CC(=C2)C)O